C(C)(C)(C)OC(=O)N1CCC(=CC1)C1=NC=CC(=N1)OCC1=C(C=C(C=C1)C#N)F 4-(4-((4-Cyano-2-fluorobenzyl)oxy)pyrimidin-2-yl)-3,6-dihydropyridine-1(2H)-carboxylic acid tert-butyl ester